3-[2-(benzenesulfonamido)-2-(6-ethoxy-1,3-benzothiazol-2-yl)ethyl]benzamidine C1(=CC=CC=C1)S(=O)(=O)NC(CC=1C=C(C(=N)N)C=CC1)C=1SC2=C(N1)C=CC(=C2)OCC